1-(2,2-difluoroethyl)-N-(6-(1-methyl-1H-pyrazol-4-yl)isoquinolin-3-yl)piperidine-4-carboxamide FC(CN1CCC(CC1)C(=O)NC=1N=CC2=CC=C(C=C2C1)C=1C=NN(C1)C)F